(2,2-difluoro-1-methyl-cyclopropyl)methanol FC1(C(C1)(C)CO)F